5-bromo-1-(4-fluorophenyl)-2-oxo-1,2-dihydropyridine-3-carboxylic acid BrC=1C=C(C(N(C1)C1=CC=C(C=C1)F)=O)C(=O)O